C(C#C)OCCN 2-(prop-2-yn-1-yloxy)ethan-1-amine